C12CNCC(CC1)N2C=2SC=1CN(CCC1N2)C(=O)C2=COC1=C2C=CC=C1 (2-(3,8-diazabicyclo[3.2.1]octan-8-yl)-6,7-dihydrothiazolo[5,4-c]pyridin-5(4H)-yl)(benzofuran-3-yl)methanone